C(CCCCCCCCCCC)NCCCCCCCN N-dodecylheptane-1,7-diamine